2-[(carbamoylmethyl)amino]-6-(methoxycarbonyl)pyridin-3-ylboronic acid C(N)(=O)CNC1=NC(=CC=C1B(O)O)C(=O)OC